NC=1C=C(C=C2C=C(NC12)C1=CC=CC=C1)COCCOCC(C)(O)C 1-(2-((7-amino-2-phenyl-1H-indol-5-yl)methoxy)ethoxy)-2-methylpropan-2-ol